CC=1C(=C(C=2CC3=CC=CC=C3C2C1)C1=C(C2=C([Se]C3=C2C=CC=C3)C=C1)C1=C(C(=C(C(=C1C1=NN=NC(=C1C1(C(C(C(C(C1[2H])([2H])[2H])([2H])[2H])([2H])[2H])([2H])[2H])[2H])C1(C(C(C(C(C1[2H])([2H])[2H])([2H])[2H])([2H])[2H])([2H])[2H])[2H])[2H])[2H])[2H])[2H])C (dimethylfluorenyl)[(diphenyl-d10)triazinylphenyl-d4]dibenzoselenophene